CS(=O)(=O)OC[C@@H]1CC[C@H](CC1)COS(=O)(=O)C trans-1,4-bis(methylsulfonyloxymethyl)cyclohexane